ethyl 2-(benzo[d]oxazol-2-yl)-5-(benzyloxy)-6-methoxy-1,2,3,4-tetrahydroisoquinoline-3-carboxylate O1C(=NC2=C1C=CC=C2)N2CC1=CC=C(C(=C1CC2C(=O)OCC)OCC2=CC=CC=C2)OC